COC1(COC1)C1=CC=C(C=C1)C(=O)N1CC2=CN(C=C2C1)C1=CC=C(C=C1)C(F)(F)F (4-(3-methoxyoxetan-3-yl)phenyl)(5-(4-(trifluoromethyl)phenyl)-3,5-dihydropyrrolo[3,4-c]pyrrol-2(1H)-yl)methanone